(R)-4-(5-bromo-1-(3-methoxypropyl)-2-oxo-1,2-dihydropyridin-3-yl)-2-methylpiperazine-1-carboxylic acid tert-butyl ester C(C)(C)(C)OC(=O)N1[C@@H](CN(CC1)C=1C(N(C=C(C1)Br)CCCOC)=O)C